COC1=CC=CC=2C(=CC=CC12)B(O)O 1-METHOXYNAPHTHALENE-5-BORONIC ACID